ClC=1C(=NC=CC1)S(=O)(C)=N (3-chloropyridin-2-yl)(imino)(methyl)-lambda6-sulfanone